ClC1=C(C(C(C1(F)F)(Cl)F)(F)F)Cl 1,2,4-trichloropentafluorocyclopentene